SC(CC(=O)OCCN1C(NC(NC1=O)=O)=O)C 2-(3-sulfanylbutyryloxy)ethyl-(1,3,5-triazinane-2,4,6-trione)